(R)-N-(5-((6-(3-(3-(2,5-difluoro-phenoxy)-5-fluoro-phenyl)isoxazolidin-2-yl)pyrimidin-4-yl)amino)-2-((2-(dimethyl-amino)ethyl)(meth-yl)amino)-4-meth-oxyphenyl)acryl-amide FC1=C(OC=2C=C(C=C(C2)F)[C@@H]2N(OCC2)C2=CC(=NC=N2)NC=2C(=CC(=C(C2)NC(C=C)=O)N(C)CCN(C)C)OC)C=C(C=C1)F